2-(4-(trifluoromethyl)phenyl)oxazole FC(C1=CC=C(C=C1)C=1OC=CN1)(F)F